5-((1-methylpiperidin-4-yl)oxy)-2-(pyridin-2-yl)pyrimidine CN1CCC(CC1)OC=1C=NC(=NC1)C1=NC=CC=C1